trans-ethanol C(C)O